CC(C)CCC[C@@H](C)[C@H]1CC[C@H]2[C@@H]3CC=C4CC(CC[C@]4(C)[C@H]3CC[C@]12C)=O CHOLEST-5-EN-3-ONE